2-(4-methoxybenzofuran-6-yl)propanoic acid COC1=CC(=CC2=C1C=CO2)C(C(=O)O)C